Uridine-3'-phosphate P(=O)(O)(O)O[C@H]1[C@H]([C@@H](O[C@@H]1CO)N1C(=O)NC(=O)C=C1)O